2'-chloro-5'-methoxy-N-(5-(3-methoxypyrazine-2-carbonyl)-5,6-dihydro-4H-pyrrolo[3,4-d]thiazol-2-yl)-6-methyl-[4,4'-bipyridine]-3-carboxamide ClC1=NC=C(C(=C1)C1=C(C=NC(=C1)C)C(=O)NC=1SC2=C(N1)CN(C2)C(=O)C2=NC=CN=C2OC)OC